N-(1-(2,3-dihydro-1H-inden-1-yl)-1H-pyrazol-4-yl)-5-(pyridin-2-yl)isoxazole-3-carboxamide C1(CCC2=CC=CC=C12)N1N=CC(=C1)NC(=O)C1=NOC(=C1)C1=NC=CC=C1